4-[[4-[(E)-3-(3-Methylphenyl)prop-2-enoyl]phenyl]sulfonylamino]butanoic acid CC=1C=C(C=CC1)/C=C/C(=O)C1=CC=C(C=C1)S(=O)(=O)NCCCC(=O)O